C1(=CC=CC2=CC=CC=C12)NC(NC#N)=N 3-alpha-naphthyl-N1-cyanoguanidine